[Si](C)(C)(C(C)(C)C)OCCCC(O)C1N=CC=2C=CC(=NC2C1)Cl 7-(4-((tert-butyldimethylsilyl)oxy)-1-hydroxybutyl)-2-chloro-7,8-dihydro-1,6-naphthyridine